(2S,11aR)-7-fluoro-2-hydroxy-6-methoxy-8-methyl-2,3,11,11a-tetrahydro-1H,5H-benzo[f]pyrrolo[2,1-c][1,4]oxazepine-5-one FC=1C(=CC2=C(C(N3[C@@H](CO2)C[C@@H](C3)O)=O)C1OC)C